2-cyclopropyl-6-(piperidin-4-yloxy)isoindolin-1-one C1(CC1)N1C(C2=CC(=CC=C2C1)OC1CCNCC1)=O